7-bromoheptan BrCCCCCCC